NCCN([S@](=O)C=1C=C(C=CC1)NC(C1=C(N=CC(=C1C)C(F)(F)F)OC=1C(=NC(=CC1)F)C)=O)C (R)-N-(3-(N-(2-aminoethyl)-S-methylamino-sulfinyl)phenyl)-2-((6-fluoro-2-methylpyridin-3-yl)oxy)-4-methyl-5-(trifluoromethyl)nicotinamide